Sodium 3-(7-chloroimidazo[1,2-a]pyridin-2-yl)-4-(2,3-dihydro-1H-inden-5-yl)-5-thioxo-4,5-dihydro-1,2,4-triazol-1-ide ClC1=CC=2N(C=C1)C=C(N2)C2=N[N-]C(N2C=2C=C1CCCC1=CC2)=S.[Na+]